(S)-N-(8'-(azetidin-1-yl)-4'H-spiro[cyclopropane-1,5'-naphtho[2,1-d]isoxazol]-3'-yl)-4-(3,4-dimethylpiperazine-1-carbonyl)-2,6-dimethoxybenzenesulfonamide N1(CCC1)C1=CC=C2C3(CC=4C(=NOC4C2=C1)NS(=O)(=O)C1=C(C=C(C=C1OC)C(=O)N1C[C@@H](N(CC1)C)C)OC)CC3